C(C)OC(CC(=O)[C@@H]1CC[C@H](CC1)C1=NC(=NO1)C(=O)OCC)=O (trans)-Ethyl 5-(4-(3-ethoxy-3-oxopropanoyl)cyclohexyl)-1,2,4-oxadiazole-3-carboxylate